3-(2-Fluoro-5-(3-phenylpropylamino)phenyl)butyric acid FC1=C(C=C(C=C1)NCCCC1=CC=CC=C1)C(CC(=O)O)C